ClC=1C=C(C=NC1)C1=NC(=C2N=CN(C2=N1)[C@H]1[C@@H]([C@@H]([C@H](N1)C(=O)NCC)O)O)NC (2S,3R,4S,5S)-5-(2-(5-chloropyridin-3-yl)-6-(methylamino)-9H-purin-9-yl)-N-ethyl-3,4-dihydroxylpyrrolidin-2-formamide